4,4'-bis[N-(1-naphthyl)-N-phenyl-amino]biphenyl C1(=CC=CC2=CC=CC=C12)N(C1=CC=CC=C1)C1=CC=C(C=C1)C1=CC=C(C=C1)N(C1=CC=CC2=CC=CC=C12)C1=CC=CC=C1